OC1=C(C(OC1=O)C1OC(OC1)C(C)C)CCCCCCCC\C=C/CCCCCCCC(=O)[O-] 4-hydroxy-2-(2-isopropyl-1,3-dioxolane-4-yl)-5-oxo-2,5-dihydrofuran-3-oleate